1-(1-(2-ethyl-5-methoxy-4-nitrophenyl)piperidin-4-yl)azetidin-3-one C(C)C1=C(C=C(C(=C1)[N+](=O)[O-])OC)N1CCC(CC1)N1CC(C1)=O